N-(4-(((8-isopropyl-2-morpholinylpyrazolo[1,5-a][1,3,5]triazin-4-yl)amino)methyl)phenyl)propanamide C(C)(C)C=1C=NN2C1N=C(N=C2NCC2=CC=C(C=C2)NC(CC)=O)N2CCOCC2